CCCCCCCCC(CCCCCCCC)OC(=O)OCCCCCCN(CCCCCCOC(C(CCCCCCCC)CCCCCC)=O)CCCCO.O1C(CC=CC1)C1(CCN(CC1)CC1=CC=C(C=C1)NC(C)=O)CCC1=CC=CC=C1 N-(4-((4-(3,6-dihydro-2H-pyran-2-yl)-4-phenethyl-piperidin-1-yl)methyl)phenyl)acetamide 6-((6-(((heptadecan-9-yloxy)carbonyl)oxy)hexyl)(4-hydroxybutyl)amino)hexyl-2-hexyldecanoate